6-fluoro-1-methyl-4-((1R,5S)-8-(5-methylbenzo[d]oxazol-2-yl)-3,8-diazabicyclo[3.2.1]octan-3-yl)-2-oxo-1,2-dihydroquinoline-3-carbonitrile FC=1C=C2C(=C(C(N(C2=CC1)C)=O)C#N)N1C[C@H]2CC[C@@H](C1)N2C=2OC1=C(N2)C=C(C=C1)C